(3-aminopiperidin-1-yl)(2-(imidazo[1,2-a]pyridin-2-yl)-7-methoxy-1-methyl-1H-benzo[d]imidazol-5-yl)methanone NC1CN(CCC1)C(=O)C1=CC2=C(N(C(=N2)C=2N=C3N(C=CC=C3)C2)C)C(=C1)OC